2,5-dichloro-6-(2-(methoxymethoxy)-4-(trifluoromethyl)phenyl)nicotinaldehyde ClC1=C(C=O)C=C(C(=N1)C1=C(C=C(C=C1)C(F)(F)F)OCOC)Cl